N5,N5'-bis(4-(dimethylamino)phenyl)-[2,2'-bipyridine]-5,5'-dicarboxamide CN(C1=CC=C(C=C1)NC(=O)C=1C=CC(=NC1)C1=NC=C(C=C1)C(=O)NC1=CC=C(C=C1)N(C)C)C